6-fluoro-7-(8-methyl-2,3-dihydro-1H-pyrido[2,3-b][1,4]oxazin-7-yl)-N~2~-(2-methyl-1,2,3,4-tetrahydroisoquinolin-7-yl)quinazoline-2,5-diamine FC1=C(C=2C=NC(=NC2C=C1C1=C(C2=C(OCCN2)N=C1)C)NC1=CC=C2CCN(CC2=C1)C)N